O=C1N(C2=C(C=NC=C2)N1)C1CCC(CC1)C(=O)O 4-[2-oxo-3H-imidazo[4,5-c]pyridin-1-yl]cyclohexanecarboxylic acid